3-[tri(methoxyethoxy) silyl]propyl methacrylate C(C(=C)C)(=O)OCCC[Si](OCCOC)(OCCOC)OCCOC